COCOC=1C=C(C=CC1C1=CN=C(N=N1)S(=O)(=O)C)C1=NSC=N1 3-[3-(methoxymethyloxy)-4-(3-methylsulfonyl-1,2,4-triazin-6-yl)phenyl]1,2,4-thiadiazole